[Sn].[Au] gold tin